FC(C=1C=CC(=NC1)O[C@@H]1C[C@@H]2CN([C@H]1CC2)C=O)(F)F ((1S,4R,6R)-6-((5-(trifluoromethyl)pyridin-2-yl)oxy)-2-azabicyclo[2.2.2]octan-2-yl)methanone